pyrido[3,2-d]pyrimidin-4-one N1=CNC(C2=C1C=CC=N2)=O